(2S)-2-[9H-fluoren-9-ylmethoxycarbonyl-(methyl)amino]-3-methoxypropionic acid C1=CC=CC=2C3=CC=CC=C3C(C12)COC(=O)N([C@H](C(=O)O)COC)C